methacryloyloxyethyl-butyl-imidazole chloride [Cl-].C(C(=C)C)(=O)OCCC=1N=C(NC1)CCCC